4-methyl-2-pyrrolidinecarboxylic acid CC1CC(NC1)C(=O)O